N1(CCCCC1)C(=O)OC(N1C(N(CCC1)C1=CC(=CC=C1)C=1C(=C2C(=NC1)NC=C2CC)Cl)=O)C(C)(C)C tert-butyl-((3-(3-(4-chloro-3-ethyl-1H-pyrrolo[2,3-b]pyridin-5-yl) phenyl)-2-oxotetrahydropyrimidin-1(2H)-yl) methyl) piperidine-1-carboxylate